ClC1=NC(=CC=C1C(=O)OC(C)(C)C)N1N=C(C=C1)OCC(C(C1(CC1)C(F)(F)F)([2H])[2H])([2H])[2H] tert-Butyl 2-chloro-6-[3-[2,2,3,3-tetradeuterio-3-[1-(trifluoromethyl)cyclopropyl]propoxy]pyrazol-1-yl]pyridine-3-carboxylate